ClC1=CC=C(C=C1)C=1C(=CC=CC1)N 4'-chloro-2-biphenylamine